[Cl-].C(C)(C)(C)C=1C=C(C=C(C1)C(C)(C)C)[C@@H](C)C1(C(C(=CC=C1)[C@H](C)C1=CC(=CC(=C1)C(C)(C)C)C(C)(C)C)N1CN(CC1)C1C(C=CC=C1[C@H](C)C1=CC(=CC(=C1)C(C)(C)C)C(C)(C)C)([C@H](C)C1=CC(=CC(=C1)C(C)(C)C)C(C)(C)C)C)C 1,3-bis(2,6-bis((R)-1-(3,5-di-tert-butylphenyl)ethyl)-2-methylphenyl)-4,5-dihydro-1H-imidazole chloride